C(C)(=O)C1=C(C(=C(C=C1)C(C1=CC=CC=C1)C1=CC=CC=C1)C(C)=O)C(C)=O triacetyl-triphenylmethane